2-(prop-2-yn-1-ylamino)benzamide C(C#C)NC1=C(C(=O)N)C=CC=C1